3-(3-((2-((2-(1-methylpiperidin-4-yl)oxazol-4-yl)amino)-5-(trifluoromethyl)pyridin-4-yl)amino)propyl)-1,3-oxazinan-2-one CN1CCC(CC1)C=1OC=C(N1)NC1=NC=C(C(=C1)NCCCN1C(OCCC1)=O)C(F)(F)F